4-((3S,4S)-4-(4-(8-chloro-7-((2-methyl-1H-benzo[d]imidazol-6-yl)oxy)quinoxalin-2-yl)-1H-pyrazol-1-yl)-3-fluoropiperidin-1-yl)but-3-en-2-one ClC=1C(=CC=C2N=CC(=NC12)C=1C=NN(C1)[C@@H]1[C@H](CN(CC1)C=CC(C)=O)F)OC=1C=CC2=C(NC(=N2)C)C1